methylenebismethyl-naphthalenesulfonic acid potassium [K].C=CC1=C(C2=CC=CC=C2C=C1C)S(=O)(=O)O